Ethyl (R)-1-((4-(N,N-diethylsulfamoyl)phenyl)sulfonyl)pyrrolidine-3-carboxylate C(C)N(S(=O)(=O)C1=CC=C(C=C1)S(=O)(=O)N1C[C@@H](CC1)C(=O)OCC)CC